bis-(1-hydroxydodecyl) diselenide OC(CCCCCCCCCCC)[Se][Se]C(CCCCCCCCCCC)O